N-(3'-(6-(((2-hydroxyethyl)amino)methyl)-5-methoxypyridin-3-yl)-2,2'-dimethyl-[1,1'-biphenyl]-3-yl)-1,3-dimethyl-2,4-dioxo-1,2,3,4-tetrahydropyrimidine-5-carboxamide OCCNCC1=C(C=C(C=N1)C=1C(=C(C=CC1)C1=C(C(=CC=C1)NC(=O)C=1C(N(C(N(C1)C)=O)C)=O)C)C)OC